methyl 2-({3-chloro-2-[(4-chloro-2-fluoro-1-benzofuran-7-yl)methoxy]-6,8-dihydro-5H-1,7-naphthyridin-7-yl}methyl)-3-[(2S)-oxetan-2-ylmethyl]-1,3-benzodiazole-5-carboxylate ClC=1C(=NC=2CN(CCC2C1)CC=1N(C2=C(N1)C=CC(=C2)C(=O)OC)C[C@H]2OCC2)OCC2=CC=C(C=1C=C(OC12)F)Cl